C(C)N1C2=C([C@@H]([C@@H](C1=O)NC(C1=CC(=CC=C1)C(F)(F)F)=O)C1=CC=C(C=C1)F)C(=NN2C2=CC=CC=C2)CNC(OC)=O methyl N-{[(4S,5S)-7-ethyl-4-(4-fluorophenyl)-6-oxo-1-phenyl-5-[3-(trifluoromethyl) benzamido]-1H,4H,5H,6H,7H-pyrazolo[3,4-b]pyridin-3-yl]methyl}carbamate